C(C1=CC=CC=C1)S(=O)(=O)NC1=C(C(=C(OC2=NC=CC=C2C2=NC(=NC=C2)N[C@@H]2CN(C[C@@H](C2)C)C(=O)OCC2=CC=CC=C2)C=C1F)C)F Benzyl (3S,5R)-3-((4-(2-(4-(benzylsulfonylamino)-3,5-difluoro-2-methyl-phenoxy)-3-pyridyl)pyrimidin-2-yl)amino)-5-methyl-piperidine-1-carboxylate